diphenyl-dibenzyl-titanium C1(=CC=CC=C1)[Ti](CC1=CC=CC=C1)(CC1=CC=CC=C1)C1=CC=CC=C1